NC=1C=C2C(=NNC2=C(C1C(C1=C(C=CC(=C1)F)Cl)=O)C#N)C#N 5-amino-6-(2-chloro-5-fluorobenzoyl)-1H-indazol-3,7-dinitrile